4-hydroxy-3-methoxy-3-(trifluoromethyl)pyrrolidine-1-carboxylic acid tert-butyl ester C(C)(C)(C)OC(=O)N1CC(C(C1)O)(C(F)(F)F)OC